(2S,3R)-3-hydroxy-1-[2-(1H-indazole-6-sulfonyl)-2H,4H,5H,6H-pyrrolo[3,4-c]pyrazol-5-yl]-2-phenylbutan-1-one O[C@@H]([C@@H](C(=O)N1CC2=NN(C=C2C1)S(=O)(=O)C1=CC=C2C=NNC2=C1)C1=CC=CC=C1)C